N-((2-bromo-6-methylpyridin-4-yl)methyl)-methanesulfonamide BrC1=NC(=CC(=C1)CNS(=O)(=O)C)C